FC=1C(=NC(=C(C1)OC)C1=C(C=C(C=C1C)F)C)CO (3-fluoro-6-(4-fluoro-2,6-dimethylphenyl)-5-methoxypyridin-2-yl)methanol